γ-mercaptopropylethyldiethoxysilane SCCC[Si](OCC)(OCC)CC